C(C)(C)(C)OC(=O)NN(C(N[C@H](C(=O)OC(C)(C)C)C(C)C)=O)CC1=CC=CC=C1 (S)-2-benzyl-2-((1-(tert-butoxy)-3-methyl-1-oxobutan-2-yl)carbamoyl)hydrazine-1-carboxylic acid tert-butyl ester